6,10-dimethyl-undec-5,9-diene CC(=CCCCC)CCC=C(C)C